((1R,3R)-3-aminocyclobutyl)(4-(5-(trifluoromethyl)pyrimidin-2-yl)piperazine-1-yl)methanone hydrochloride Cl.NC1CC(C1)C(=O)N1CCN(CC1)C1=NC=C(C=N1)C(F)(F)F